(E)-1-[(3R)-3-[4-amino-3-(4-phenoxyphenyl)pyrazolo[3,4-d]pyrimidin-1-yl]-1-piperidyl]-4-[3-[4-(3-aminopropyl)piperazin-1-yl]propyl-methyl-amino]but-2-en-1-one NC1=C2C(=NC=N1)N(N=C2C2=CC=C(C=C2)OC2=CC=CC=C2)[C@H]2CN(CCC2)C(\C=C\CN(C)CCCN2CCN(CC2)CCCN)=O